6-propylergoline C(CC)N1CCC[C@@H]2C=3C=CC=C4NC=C(C[C@@H]12)C34